tert-butyl 4-(7-(4,4,5,5-tetramethyl-1,3,2-dioxaborolan-2-yl)quinazolin-4-yl)piperazine-1-carboxylate CC1(OB(OC1(C)C)C1=CC=C2C(=NC=NC2=C1)N1CCN(CC1)C(=O)OC(C)(C)C)C